FC1=C(CN2C(C3=CC=C(C=C3C=C2)C2=CC=C(C=C2)OC)=O)C=CC=C1 2-(2-fluorobenzyl)-6-(4-methoxyphenyl)isoquinolin-1(2H)-one